2,2-bis(4-methacryloxypropoxyphenyl)propane C(C(=C)C)(=O)OCCCOC1=CC=C(C=C1)C(C)(C)C1=CC=C(C=C1)OCCCOC(C(=C)C)=O